3-[(6-nitropyridin-3-yl)amino]cyclohexan-1-ol [N+](=O)([O-])C1=CC=C(C=N1)NC1CC(CCC1)O